[N+](=O)([O-])C=1C=C(C=CC1NCCSC1=CC=CC=C1)S(=O)(=O)C1=C(N=NC=C1)C(=O)N [3-nitro-4-(2-phenylsulfanylethylamino)phenyl]sulfonylpyridazine-3-carboxamide